C(C)(=O)C1=C(C(=O)OC)C=C(N=C1Cl)N1CCS(CC1)(=O)=O methyl 3-acetyl-2-chloro-6-(1,1-dioxidothiomorpholino)isonicotinate